(2R)-2-(5-fluoro-2-methoxypyridin-4-yl)-1-(6-methyl-7-(pyrimidin-2-yl)-2H,4H-spiro[pyrido[3,2-b][1,4]oxazin-3,3'-pyrrolidin]-1'-yl)propan-1-one FC=1C(=CC(=NC1)OC)[C@H](C(=O)N1CC2(CC1)NC1=C(OC2)C=C(C(=N1)C)C1=NC=CC=N1)C